(3R,4S)-4-phenyl-N-[3-(phenylamino)phenyl]Pyrrolidine-3-carboxamide C1(=CC=CC=C1)[C@@H]1[C@H](CNC1)C(=O)NC1=CC(=CC=C1)NC1=CC=CC=C1